4-({5-fluoro-4-[(7S)-7-methyl-5-oxa-8-azaspiro[3.5]nonan-8-yl]pyrimidin-2-yl}amino)-N-(2-methoxyethyl)benzenesulfonamide FC=1C(=NC(=NC1)NC1=CC=C(C=C1)S(=O)(=O)NCCOC)N1[C@H](COC2(CCC2)C1)C